ClC=1C(=C(C=CC1Cl)N1C(NC2=C(C(=CC=3C2=C1N=CN3)OC)OC3CCN(CC3)S(=O)(=O)C=C)=O)F 3-(3,4-dichloro-2-fluorophenyl)-8-methoxy-9-((1-(vinylsulfonyl)piperidin-4-yl)oxy)-1H-pyrimido[4,5,6-de]quinazolin-2(3H)-one